C(CC)(=O)OCC(=O)OC(C)C1CC(CCC1)(C)C 2-(1-(3,3-dimethylcyclohexyl) ethoxy)-2-oxoethyl propionate